(R)-N-(1-hydroxypropan-2-yl)-2-(methyl(2-oxo-4-(o-tolyl)-2H-chromen-7-yl)amino)acetamide OC[C@@H](C)NC(CN(C1=CC=C2C(=CC(OC2=C1)=O)C1=C(C=CC=C1)C)C)=O